FC1(CCN(CC1)C1=NC(=CC(=N1)NC(C1=C(C=C(C=C1)NS(=O)(=O)CCO)N1C[C@H]2C[C@]2(CC1)COC)=O)C)F N-(2-(4,4-difluoropiperidin-1-yl)-6-methylpyrimidin-4-yl)-4-((2-hydroxyethyl)sulfonamido)-2-((1S,6R)-6-(methoxymethyl)-3-azabicyclo[4.1.0]heptan-3-yl)benzamide